6,8-difluoro-2-methyl-4H-benzo[d][1,3]oxazin-4-one FC1=CC2=C(N=C(OC2=O)C)C(=C1)F